6-(trideuteromethyl)quinoxaline [2H]C(C=1C=C2N=CC=NC2=CC1)([2H])[2H]